2-hexylmalonic acid potassium sodium salt [Na+].[K+].C(CCCCC)C(C(=O)[O-])C(=O)[O-]